tert-butyl 3-(4-cyano-1-(4-(trifluoromethoxy)phenyl)-1H-pyrazolo[3,4-b]pyridin-3-yl)azetidine-1-carboxylate C(#N)C1=C2C(=NC=C1)N(N=C2C2CN(C2)C(=O)OC(C)(C)C)C2=CC=C(C=C2)OC(F)(F)F